3-(6-(2H-1,2,3-triazol-2-yl)pyrid-3-yl)-5-methyl-6-(4-nitrophenyl)thieno[2,3-d]pyrimidine-2,4(1H,3H)-dione N=1N(N=CC1)C1=CC=C(C=N1)N1C(NC2=C(C1=O)C(=C(S2)C2=CC=C(C=C2)[N+](=O)[O-])C)=O